Cl.ClC1=CC=C(CNC2=NC3=C(C=CC=C3C(=C2)N2CCC(CC2)NC(C)(C)C)O)C=C1 (4-chlorobenzylamino)-4-(4-tert-butylaminopiperidin-1-yl)-8-hydroxyquinoline hydrochloride salt